4-(4-((1R,5S,8r)-8-Hydroxy-3-methyl-3-azabicyclo[3.2.1]octan-8-yl)phenyl)-7-(4-(trifluoromethyl)phenyl)-2-naphthoic acid OC1([C@H]2CN(C[C@@H]1CC2)C)C2=CC=C(C=C2)C2=CC(=CC1=CC(=CC=C21)C2=CC=C(C=C2)C(F)(F)F)C(=O)O